3-fluoro-2-(piperidin-1-yl)aniline FC=1C(=C(N)C=CC1)N1CCCCC1